trioctyltetradecylphospholium C(CCCCCCC)C=1C(=C([PH+](C1)CCCCCCCCCCCCCC)CCCCCCCC)CCCCCCCC